5-[5-(1-Benzofuran-5-sulfonyl)-1H,2H,3H,4H,5H,6H-pyrrolo[3,4-c]pyrrole-2-carbonyl]-2-(2,2,2-trifluoroethoxy)pyridine O1C=CC2=C1C=CC(=C2)S(=O)(=O)N2CC1=C(C2)CN(C1)C(=O)C=1C=CC(=NC1)OCC(F)(F)F